OC1=C(C=C(C=C1C1=CC=C(C=C1)C=1C=NC=CC1)C1=CC=C(C=C1)C=1C=NC=CC1)C=1OC2=C(N1)C=CC=C2 2-(2-hydroxy-3,5-bis(4-pyridin-3-ylphenyl)phenyl)benzoxazole